C(C)(=O)N1CCN(CC2=C1C(=NC(=N2)OC[C@H]2N(CCC2)C)N2C[C@@H](NCC2)CC#N)C2=CC=CC1=CC=CC(=C21)C ((S)-4-(5-acetyl-8-(8-methylnaphthalen-1-yl)-2-(((S)-1-methylpyrrolidin-2-yl)methoxy)-6,7,8,9-tetrahydro-5H-pyrimido[5,4-e][1,4]diazepin-4-yl)piperazin-2-yl)acetonitrile